N-[5-[2-(cyclopropylmethyl)-4-[[(3R)-1-methylpyrrolidin-3-yl]methoxy]pyrazol-3-yl]pyrazolo[1,5-a]pyridin-2-yl]cyclopropanecarboxamide C1(CC1)CN1N=CC(=C1C1=CC=2N(C=C1)N=C(C2)NC(=O)C2CC2)OC[C@H]2CN(CC2)C